4-chloro-7-(4-oxocyclohexyl)-1H-indole-3-carbonitrile ClC1=C2C(=CNC2=C(C=C1)C1CCC(CC1)=O)C#N